ClC=1C(=NC=CC1)C(C)=O 1-(3-chloropyridin-2-yl)ethan-1-one